N-(2-ethylphenyl)-7-methoxy-2-(tetrahydro-2H-pyran-4-yl)imidazo[1,2-a]pyridine-6-carboxamide C(C)C1=C(C=CC=C1)NC(=O)C=1C(=CC=2N(C1)C=C(N2)C2CCOCC2)OC